1-(5-Chloropyridin-2-yl)-5-(5-Fluoropyridin-2-yl)-1H-1,2,4-triazol-3-ol ClC=1C=CC(=NC1)N1N=C(N=C1C1=NC=C(C=C1)F)O